CN1CCN(CC1)C=1C=C2CN(CC2=CC1)C1=NC=CC(=N1)C1=NC=CC(=N1)C#CN1N=CC2=CC=CC=C12 ((2'-(5-(4-methylpiperazin-1-yl)isoindolin-2-yl)-[2,4'-bipyrimidin]-4-yl)ethynyl)-1H-indazole